(2S,5R)-5-[4-(4-nitrophenyl)phenyl]-1H-pyrrole-2-carboxamide [N+](=O)([O-])C1=CC=C(C=C1)C1=CC=C(C=C1)C1=CC=C(N1)C(=O)N